C(#N)C1=CC(=C(OC=2N=NC(=C(C2C(=O)NC2=CC(=CC=C2)C(=O)N2CC(C2)O)C)C(F)(F)F)C=C1)OC 3-(4-cyano-2-methoxy-phenoxy)-N-[3-(3-hydroxyazetidine-1-carbonyl)phenyl]-5-methyl-6-(trifluoromethyl)pyridazine-4-carboxamid